ClC=1C(=CC=2N(C1)C(=CN2)C2=NC=CC(=N2)N2C[C@H](O[C@@H](C2)C=2C=NNC2C)C)F (2R,6R)-4-(2-(6-chloro-7-fluoroimidazo[1,2-a]pyridin-3-yl)pyrimidin-4-yl)-2-methyl-6-(5-methyl-1H-pyrazol-4-yl)morpholine